7-bromo-4-(1,1-difluoroethyl)-6-fluoro-4-hydroxy-3,4-dihydroquinazolin-2(1H)-one BrC1=C(C=C2C(NC(NC2=C1)=O)(O)C(C)(F)F)F